FC([C@H](C1=CC=CC=C1)NC(OC1=CC=C(C=C1)[N+](=O)[O-])=O)(F)F 4-nitrophenyl [(1S)-2,2,2-trifluoro-1-phenylethyl]carbamate